FC1=C(CC2=NC3=C(N2C[C@H]2OCC2)C=C(C=C3)C(=O)O)C=C(C(=C1)C1=NC(=CC=C1)OCC=1SC(=CN1)C(F)(F)F)F (S)-2-(2,5-difluoro-4-(6-((5-(trifluoromethyl)thiazol-2-yl)methoxy)pyridin-2-yl)benzyl)-1-(oxetan-2-ylmethyl)-1H-benzo[d]imidazole-6-carboxylic acid